1-((S)-3-((3R,5R,8R,9R,10S,13S,14S,17R)-3-hydroxy-3,13-dimethylhexadecahydro-1H-cyclopenta[a]phenanthren-17-yl)-2-oxobutyl)-1H-pyrazole-4-carbonitrile O[C@@]1(CC[C@@H]2[C@H]3CC[C@@]4([C@H](CC[C@H]4[C@@H]3CC[C@@H]2C1)[C@@H](C(CN1N=CC(=C1)C#N)=O)C)C)C